methyl 4-((1,3-dioxoisoindolin-2-yl)methyl)-1-(methylsulfonyl)indoline-6-carboxylate O=C1N(C(C2=CC=CC=C12)=O)CC1=C2CCN(C2=CC(=C1)C(=O)OC)S(=O)(=O)C